(5-(2-Methoxyphenyl)pyridin-2-yl)-N3-(6-methyl-1,2,4-triazin-3-yl)cyclopentane-1,3-diamine COC1=C(C=CC=C1)C=1C=CC(=NC1)C1(CC(CC1)NC=1N=NC(=CN1)C)N